NC1=NC2=C(C3=CN=CC=C13)C=CC(=C2)C=2C=NN(C2C2=C(C#N)C(=CC(=C2Cl)F)OC2CC2)C 2-(4-(5-aminobenzo[c][2,6]naphthyridin-8-yl)-1-methyl-1H-pyrazol-5-yl)-3-chloro-6-cyclopropoxy-4-fluorobenzonitrile